[2H]C(C1=NC(=CC(=C1)C1=C(N=C(S1)NC(=O)N1CCC(CC1)(C)C#N)C1=CC(=CC=C1)C#N)C([2H])([2H])[2H])([2H])[2H] N-[5-[2,6-bis(trideuteriomethyl)-4-pyridyl]-4-(3-cyanophenyl)thiazol-2-yl]-4-cyano-4-methylpiperidine-1-carboxamide